N-(1-Benzylpiperidine-4-yl)-4-(2,6-dimethylphenoxy)-5,6,7,8-tetrahydroquinazoline-2-amine C(C1=CC=CC=C1)N1CCC(CC1)NC1=NC=2CCCCC2C(=N1)OC1=C(C=CC=C1C)C